methyl 5-((formyloxy)methyl)furan-2-carboxylate C(=O)OCC1=CC=C(O1)C(=O)OC